4'-Bocresveratrol C(=O)(OC(C)(C)C)C1(CC=C(C=CC2=CC(O)=CC(O)=C2)C=C1)O